Methyl dihydroquinoline-2-carboxylate N1C(C=CC2=CC=CC=C12)C(=O)OC